C(C)=C1CC2C3CCC(OC3C1C2)=O 10-ethylidene-3-oxatricyclo[6.2.1.02,7]undecan-4-one